(5aR*,8aS*)-3-(3-chloro-2-methoxyanilino)-2-(3-{[(2S)-oxolan-2-yl]methoxy}pyridin-4-yl)-5,5a,6,7,8,8a-hexahydrocyclopenta[b]pyrrolo[2,3-d]pyridin-4(1H)-one ClC=1C(=C(NC2=C(NC=3[C@@H]4[C@H](NC(C32)=O)CCC4)C4=C(C=NC=C4)OC[C@H]4OCCC4)C=CC1)OC |o1:9,10|